FC=1C=C2C(=CNC2=CC1)CCOC=1C2=C(N=C(N1)C=1C(NC=CC1)=O)SC=N2 3-(7-(2-(5-fluoro-1H-indol-3-yl)ethoxy)thiazolo[5,4-d]pyrimidin-5-yl)pyridin-2(1H)-one